dimethyl-2,4-di-(2-pyridyl)-3-methyl-7-(pyridin-2-ylmethyl)-3,7-diazabicyclo[3.3.1]nonan-9-one CC1(C2(CN(CC(C(N1C)C1=NC=CC=C1)C2=O)CC2=NC=CC=C2)C)C2=NC=CC=C2